C(#N)[C@H](CC1=CC=C(C=C1)C=1C=CC2=C(N(C(O2)=O)C)C1)NC(=O)[C@H]1OC[C@](CNC1)(C)O |o1:27| (2S,6R*)-N-[(1S)-1-cyano-2-[4-(3-methyl-2-oxo-2,3-dihydro-1,3-benzoxazol-5-yl)phenyl]ethyl]-6-hydroxy-6-methyl-1,4-oxazepane-2-carboxamide